1-(7-(8-ethylnaphthalen-1-yl)-2-((tetrahydro-1H-pyrrolizin-7a(5H)-yl)methoxy)-tetrahydropyrido[3,4-d]pyrimidin-4-yl)-6-(methylsulfonyl)azepan-4-ol C(C)C=1C=CC=C2C=CC=C(C12)N1C=C2NC(NC(C2=CC1)N1CCC(CC(C1)S(=O)(=O)C)O)OCC12CCCN2CCC1